The molecule is the organic sodium salt that is the disodium salt of L-tartaric acid. It has a role as a food emulsifier. It contains a L-tartrate(2-). [C@@H]([C@H](C(=O)[O-])O)(C(=O)[O-])O.[Na+].[Na+]